para-Anisidine COC1=CC=C(C=C1)N